C1(CCCC1)N1C(C(=CC2=C1N=C(N=C2)NC2=NC=C(C=C2)N2CCNCC2)COCCOC)=O 8-cyclopentyl-6-(2-methoxy-ethoxymethyl)-2-(5-piperazin-1-yl-pyridine-2-ylamino)-8H-pyrido[2,3-d]Pyrimidin-7-one